SCC(C(=O)N)=C mercaptomethyl-Acrylamide